C=C1[C@H]2CC[C@@H](C1=C)N2C(=O)OC(C)(C)C tert-Butyl (1R,4S)-2,3-Dimethylene-7-azabicyclo[2.2.1]heptane-7-carboxylate